7-FLUORO-N-(4-(1-(2-HYDROXY-2-METHYLPROPANOYL)-1,2,3,6-TETRAHYDROPYRIDIN-4-YL)PHENYL)-1,3-DIHYDRO-2H-PYRROLO[3,4-C]PYRIDINE-2-CARBOXAMIDE FC=1C2=C(C=NC1)CN(C2)C(=O)NC2=CC=C(C=C2)C=2CCN(CC2)C(C(C)(C)O)=O